N-methoxy-N-methyl-4-((2-methylpentyl)oxy)benzamide CON(C(C1=CC=C(C=C1)OCC(CCC)C)=O)C